C(C1=CC=CC=C1)N1N=C(N=C1)C(=O)NC1C(N(C=2N(CC1)N=C(C2)C2CCC2)C)=O 1-benzyl-N-(2-cyclobutyl-4-methyl-5-oxo-5,6,7,8-tetrahydro-4H-pyrazolo[1,5-a][1,3]diazepin-6-yl)-1H-1,2,4-triazole-3-carboxamide